N-(4-fluoro-3-methylphenyl)-1,2,4-trimethyl-5-(2-oxo-2-((tetrahydro-2H-thiopyran-4-yl)amino)acetyl)-1H-pyrrole-3-carboxamide FC1=C(C=C(C=C1)NC(=O)C1=C(N(C(=C1C)C(C(NC1CCSCC1)=O)=O)C)C)C